[NH2+]1CCOCC1 MORPHOLIN-4-IUM